2-(3-((4-((4-([1,2,4]triazolo[4,3-c]pyrimidin-7-yloxy)-3-methylphenyl)amino)-7-ethoxyquinazolin-6-yl)amino)-3-oxoprop-1-enyl)pyrrolidine-1-carboxylic acid tert-butyl ester C(C)(C)(C)OC(=O)N1C(CCC1)C=CC(=O)NC=1C=C2C(=NC=NC2=CC1OCC)NC1=CC(=C(C=C1)OC1=CC=2N(C=N1)C=NN2)C